N-[2-cyclopropyl-3-(2,4-difluorophenyl)-2-methylpropyl]-5-fluoro-4-oxo-3H-pyrimidine-2-carboxamide C1(CC1)C(CNC(=O)C1=NC=C(C(N1)=O)F)(CC1=C(C=C(C=C1)F)F)C